FC=1C(=CC=2C3=C(NC(C2C1)=O)COC[C@H]3N(C(=O)C=3NC=1CCC(CC1C3)(F)F)C)F (S)-N-(8,9-difluoro-6-oxo-1,4,5,6-tetrahydro-2H-pyrano[3,4-c]isoquinolin-1-yl)-5,5-difluoro-N-methyl-4,5,6,7-tetrahydro-1H-indole-2-carboxamide